(8-amino-2-((2,6-difluorophenyl)(hydroxy)methyl)-5-(3-methylpyridin-4-yl)-[1,2,4]triazolo[1,5-a]pyrazin-6-yl)benzonitrile NC=1C=2N(C(=C(N1)C1=C(C#N)C=CC=C1)C1=C(C=NC=C1)C)N=C(N2)C(O)C2=C(C=CC=C2F)F